6-fluoro-N'-hydroxypyridine-2-carboxamidine FC1=CC=CC(=N1)C(=NO)N